N-(3-fluoro-5-(5-((1R,2S)-2-fluorocyclopropyl)-1,2,4-oxadiazol-3-yl)-2-methylphenyl)-6-(piperazin-1-yl)imidazo[1,2-a]pyridine-3-carboxamide FC=1C(=C(C=C(C1)C1=NOC(=N1)[C@@H]1[C@H](C1)F)NC(=O)C1=CN=C2N1C=C(C=C2)N2CCNCC2)C